(R)-3-((3-chloropyridin-2-yl)amino)piperidine-1-carboxylic acid ClC=1C(=NC=CC1)N[C@H]1CN(CCC1)C(=O)O